2,2-dimethyl-1-oxa-2-silacycloheptan-7-one C[Si]1(OC(CCCC1)=O)C